(fluoromethyl)-2-oxabicyclo[2.1.1]Hexane-4-carboxylic acid FCC12OCC(C1)(C2)C(=O)O